OC=1C=C(C=CC1)C=1C(OC2=CC=C(C=C2C1C)O)C1=CC=C(C=C1)\C=C/CN1CCN(CC1)C 3-(3-Hydroxyphenyl)-4-methyl-2-{4-[(Z)-3-(4-methylpiperazin-1-yl)-propenyl]phenyl}-2H-chromen-6-ol